(+)-isopropyl 2-methoxyethyl 4-(2-chloro-3-cyano-phenyl)-1,4-dihydro-2,6-dimethylpyridine-3,5-dicarboxylate ClC1=C(C=CC=C1C#N)C1C(=C(NC(=C1C(=O)OCCOC)C)C)C(=O)OC(C)C